C(C)(C)(C)[PH3+] tert-butyl-phosphonium